(S)-4-(5-amino-4-(2-(hydroxymethyl)piperidine-1-carbonyl)-2-methoxyphenoxy)butanoic acid NC=1C(=CC(=C(OCCCC(=O)O)C1)OC)C(=O)N1[C@@H](CCCC1)CO